2-{4-[4-(4-Fluoro-phenyl)-1-methyl-6-oxo-1,6-dihydro-pyridin-3-yl]-pyrazol-1-yl}-benzoic acid FC1=CC=C(C=C1)C=1C(=CN(C(C1)=O)C)C=1C=NN(C1)C1=C(C(=O)O)C=CC=C1